C1(=CC=C(C=C1)C(CCC(=O)N1CC2(OCCO2)C[C@H]1C(=O)N[C@H](C)C=1SC=C(C1)C(N)=N)=O)C1=CC=CC=C1 (S)-7-(4-([1,1'-biphenyl]-4-yl)-4-oxobutanoyl)-N-((R)-1-(4-carbamimidoyl-thiophen-2-yl)ethyl)-1,4-dioxa-7-azaspiro[4.4]nonane-8-carboxamide